1-O-stearyl-glycerol C(CCCCCCCCCCCCCCCCC)OCC(O)CO